C(C1=CC=CC=C1)NC1=C2C(=NC(=C1)Cl)C(=CS2)Br N-benzyl-3-bromo-5-chlorothieno[3,2-b]pyridin-7-amine